FC(C(=O)O)(F)F.ClC1=CC(=C(C(=N1)C1=C2C(=NC=C1)C=C(S2)CN2C(C1C(C1C2=O)(C)C)=O)NC2CC(C2)(F)F)C 3-((7-(6-chloro-3-((3,3-difluorocyclobutyl)amino)-4-methylpyridin-2-yl)thieno[3,2-b]pyridin-2-yl)methyl)-6,6-dimethyl-3-azabicyclo[3.1.0]hexane-2,4-dione 2,2,2-trifluoroacetate